N[C@@H]1COCCC1 (S)-3-aminotetrahydropyran